(2-bromo-4-(heptafluoropropan-2-yl)-6-(trifluoromethyl)phenyl)-4-fluorobenzamide BrC1=C(C(=CC(=C1)C(C(F)(F)F)(C(F)(F)F)F)C(F)(F)F)C1=C(C(=O)N)C=CC(=C1)F